O[C@H]1C[C@H]2[C@H](C[C@H]3[C@@H]4CC[C@H]([C@@H](CCC(=O)O)C)[C@]4(CC[C@@H]3[C@]2(CC1)C)C)O 3a,6a-dihydroxy-5b-cholanoic acid